C(C)(C)(C)C(C(=O)OO)CCCCC(C)C.C(CCCCCC(C)C)(=O)OOC(C)(C)C tert-butyl peroxyisononanoate (tert-butyl peroxyisononanoate)